6-((3S,4R)-3-fluoro-4-methoxypiperidin-1-yl)-1-(6-isopropyl-4-((2R,3S)-2-methyl-3-((methylsulfonyl)methyl)azetidin-1-yl)pyridin-2-yl)-4-methyl-1H-pyrazolo[4,3-c]pyridine F[C@H]1CN(CC[C@H]1OC)C1=CC2=C(C(=N1)C)C=NN2C2=NC(=CC(=C2)N2[C@@H]([C@H](C2)CS(=O)(=O)C)C)C(C)C